C(CCC)C1(N(C(N2C1=CC=1C=C(C=CC21)F)=O)OC)C#CCCC2=CC=CC=C2 1-butyl-7-fluoro-2-methoxy-1-(4-phenylbut-1-yn-1-yl)-1,2-dihydro-3H-imidazo[1,5-a]indol-3-one